1,3-dihydroimidazole N1CNC=C1